C(C1=CC=CC=C1)SC=1NC(=CN1)CBr 2-(benzylthio)-5-(bromomethyl)-1H-imidazole